[3-(benzofuran-3-yl)-1-(methylsulfanyl-methyl)pyrazolo[4,3-c]pyridin-6-yl]-(3-hydroxy-1-piperidinyl)methanone O1C=C(C2=C1C=CC=C2)C2=NN(C1=C2C=NC(=C1)C(=O)N1CC(CCC1)O)CSC